Nonan-2-amine trifluoroacetate FC(C(=O)O)(F)F.CC(CCCCCCC)N